C1(CC=CCC1)COC(=O)C(C(CC)C(=O)OCC1CC=CCC1)(C(=O)OCC1CC=CCC1)C(=O)OCC1CC=CCC1 butanetetracarboxylic acid tetra-(3-cyclohexenylmethyl) ester